para-tert-Butylcyclohexylacetat C(C)(C)(C)C1CCC(CC1)CC(=O)[O-]